C(C)C1=NC(=CC(=C1)C1=CC=C(C=C1)OC)C1=CC=CC=C1 2-ethyl-4-(p-methoxyphenyl)-6-phenylpyridine